N-((4-(5-(1,1-difluoroethyl)-1,2,4-oxadiazol-3-yl)bicyclo[2.2.2]octan-1-yl)methyl)-3-hydroxy-3-(trifluoromethyl)-N-(3-(trifluoromethyl)phenyl)cyclobutane-1-carboxamide FC(C)(F)C1=NC(=NO1)C12CCC(CC1)(CC2)CN(C(=O)C2CC(C2)(C(F)(F)F)O)C2=CC(=CC=C2)C(F)(F)F